2-(((3R,4R)-1-(cyclohexylsulfonyl)-3-fluoropiperidin-4-yl)amino)-5-fluoro-7-isopropylpyrrolo[2,1-f][1,2,4]triazine-6-carbonitrile C1(CCCCC1)S(=O)(=O)N1C[C@H]([C@@H](CC1)NC1=NN2C(C=N1)=C(C(=C2C(C)C)C#N)F)F